BrNCC=C bromo-allylamine